FC(C(=O)C1=NC2=C(N1C)C=CC=C2)(F)F 2,2,2-Trifluoro-1-(1-methyl-1H-benzo[d]imidazol-2-yl)ethan-1-one